FC1=C(C(=CC(=C1)C#CC1=CC(=CC=C1)F)F)NS(=O)(=O)C1=C(C(=CC(=C1)C)F)C N-[2,6-difluoro-4-[2-(3-fluorophenyl)ethynyl]phenyl]-3-fluoro-2,5-dimethyl-benzenesulfonamide